mono(hexafluoroisopropyl) bis(trimethylsilyl) phosphate P(=O)(OC(C(F)(F)F)C(F)(F)F)(O[Si](C)(C)C)O[Si](C)(C)C